(3S)-1-[(2S)-4-methyl-1-oxo-1-[(3r,6r,8S)-8-methyl-3-[(4-methylpiperidin-1-yl)methyl]-1,5-dioxa-9-azaspiro[5.5]undec-an-9-yl]pentan-2-yl]-3-(2-methylpropyl)piperazin-2-one CC(C[C@@H](C(N1[C@H](CC2(OCC(CO2)CN2CCC(CC2)C)CC1)C)=O)N1C([C@@H](NCC1)CC(C)C)=O)C